(S)-1-phenylethyl ((S)-3-(4-carbamoylphenyl)-2-(dimethylamino)propyl)carbamate C(N)(=O)C1=CC=C(C=C1)C[C@@H](CNC(O[C@@H](C)C1=CC=CC=C1)=O)N(C)C